[Si].[Cr].[Si].C(C(C)C)C1=CC=C(C=C1)C(C(=O)NC1=NC=CC=C1C)C 2-(4-isobutylphenyl)-N-(3-methylpyridin-2-yl)propanamide silicon-chromium-silicon